Cl.OCC([C@@](C=O)(N1[C@@H](CCC1)C(N[C@@H](C)C1=CC=C(C=C1)C1=C(N=CS1)C)=O)N1CCC(CC1)C(=O)N)(C)C (S)-1-((2S,4R)-4-hydroxy-2-((((S)-1-(4-(4-methylthiazol-5-yl)phenyl)ethyl)carbamoyl)pyrrolidin-1-yl)-3,3-dimethyl-1-oxobutane-2-yl)piperidine-4-carboxamide hydrochloride